2,5-dicarboxyfluorobenzene C(=O)(O)C1=C(C=C(C=C1)C(=O)O)F